2-(1-methyl-6-nitro-indazol-3-yl)propan-1-ol CN1N=C(C2=CC=C(C=C12)[N+](=O)[O-])C(CO)C